ClCC1=C(C(=CC=C1)OC)C 1-(Chloromethyl)-3-methoxy-2-methylbenzene